C(C)C1=C(C=NN1)C(=O)N[C@H]1C[C@H](CCC1)NC1=CC(=NC2=CC=C(C=C12)F)C(F)(F)F 5-ethyl-N-[(1R,3S)-3-{[6-fluoro-2-(trifluoromethyl)quinolin-4-yl]amino}cyclohexyl]-1H-pyrazole-4-carboxamide